(R,Z)-3-((5-(tert-butyl)-7-fluoro-3-isopropyl-2-methyl-1,1-dioxido-2,3,4,5-tetrahydrobenzo[f][1,2,5]thiadiazepin-8-yl)oxy)-2-fluoroacrylic acid C(C)(C)(C)N1C[C@H](N(S(C2=C1C=C(C(=C2)O\C=C(\C(=O)O)/F)F)(=O)=O)C)C(C)C